ClC1=NC(=C2C(=N1)N(N=C2)[C@H]2[C@@H]([C@@H]([C@H](O2)CO[C@@](CO)(COC)P(O)(O)=O)O)O)NC2CCCC2 ((R)-2-(((2R,3S,4R,5R)-5-(6-chloro-4-(cyclopentylamino)-1H-pyrazolo[3,4-d]pyrimidin-1-yl)-3,4-dihydroxytetrahydrofuran-2-yl)methoxy)-1-hydroxy-3-methoxypropan-2-yl)phosphonic acid